(4-bromo-7-fluoro-3-methyl-2-oxo-benzoimidazol-1-yl)-1-[(4-methoxyphenyl)methyl]Piperidine-2,6-dione BrC1=CC=C(C=2N(C(N(C21)C)=O)C2C(N(C(CC2)=O)CC2=CC=C(C=C2)OC)=O)F